[Al+3].CC1=NC2=C(C=CC=C2C=C1)C=1C(=C([O-])C=CC1C1=CC=CC=C1)C=1C=CC=C2C=CC(=NC12)C.CC1=NC2=C(C=CC=C2C=C1)C=1C(=C([O-])C=CC1C1=CC=CC=C1)C=1C=CC=C2C=CC(=NC12)C.CC1=NC2=C(C=CC=C2C=C1)C=1C(=C([O-])C=CC1C1=CC=CC=C1)C=1C=CC=C2C=CC(=NC12)C di-(2-methyl-8-quinolyl)-4-phenyl-phenoxide aluminum(III)